BrC=1C(=C2C=NN(C2=CC1)[C@@H]1COCC1)F 5-bromo-4-fluoro-1-[(3S)-oxolan-3-yl]indazole